C(=O)(O)C1=CC=C(C=C1)C(C)C1=CC=C(C=C1)C(=O)O bis(4-carboxyphenyl)ethane